2-amino-6-borono-2-(1-((3'-methoxybiphenyl-2-yl)methyl)piperidin-4-yl)hexanoic acid NC(C(=O)O)(CCCCB(O)O)C1CCN(CC1)CC1=C(C=CC=C1)C1=CC(=CC=C1)OC